(S)-2-(((S)-(perfluorophenoxy)(phenoxy)phosphoryl)amino)propionic acid 2-ethylbutyl ester C(C)C(COC([C@H](C)N[P@](=O)(OC1=CC=CC=C1)OC1=C(C(=C(C(=C1F)F)F)F)F)=O)CC